FC=1C=CC2=C(NC(=NS2(=O)=O)NCC2=C(C=CC=C2)F)C1[C@H](C)C1=C(C=CC=C1)F (R)-6-fluoro-3-((2-fluorobenzyl)amino)-5-(1-(2-fluorophenyl)ethyl)-4H-benzo[e][1,2,4]thiadiazine 1,1-dioxide